FC(C(C(C(F)(F)F)(F)F)(F)F)(S(=O)(=O)[O-])F.C1(=CC=CC=C1)[S+](C1=CC=CC=C1)C1=CC=CC=C1 triphenylsulfonium 1,1,2,2,3,3,4,4,4-nonafluorobutane-1-sulfonate